2-(4-hydroxy-3-nitrophenyl)-6-phenyl-3,4-dihydro-isoquinolin-1(2H)-one OC1=C(C=C(C=C1)N1C(C2=CC=C(C=C2CC1)C1=CC=CC=C1)=O)[N+](=O)[O-]